C(CCC)C1=NN(B(C2=C1C=CC=C2)O)C2=CC(=CC=C2)SC(C)C 4-butyl-2-[m-(isopropylthio)phenyl]-1,2-dihydro-2,3,1-benzodiazaborinin-1-ol